1-Octadecanaminium C(CCCCCCCCCCCCCCCCC)[NH3+]